(R)-3-(4-(4-((S)-3-chloro-2-hydroxypropoxy)phenethyl)phenoxy)propane-1,2-diol ClC[C@H](COC1=CC=C(CCC2=CC=C(OC[C@@H](CO)O)C=C2)C=C1)O